5-(6-methoxypyridazin-4-yl)-2-{6-[(3S)-3-{[(1r,3r)-3-fluorocyclobutyl]amino}pyrrolidin-1-yl]pyridazin-3-yl}phenol COC1=CC(=CN=N1)C=1C=CC(=C(C1)O)C=1N=NC(=CC1)N1C[C@H](CC1)NC1CC(C1)F